4-[3-[(2S)-2-[(tert-butoxycarbonyl)amino]-4-carbamoylbutoxy]-2-chloro-5-methylphenyl]butyric acid C(C)(C)(C)OC(=O)N[C@H](COC=1C(=C(C=C(C1)C)CCCC(=O)O)Cl)CCC(N)=O